1-[[(5S,7S)-7-fluoro-5-phenyl-6,7-dihydro-5H-pyrrolo[1,2-b][1,2,4]triazol-2-yl]sulfonyl]cyclopropanecarboxylic acid F[C@H]1C[C@H](N2N=C(N=C21)S(=O)(=O)C2(CC2)C(=O)O)C2=CC=CC=C2